Methyl (2-(4-(3-(2-(trifluoromethyl)-10H-phenothiazin-10-yl)propyl)piperazin-1-yl)ethyl)succinate FC(C1=CC=2N(C3=CC=CC=C3SC2C=C1)CCCN1CCN(CC1)CCC(C(=O)OC)CC(=O)[O-])(F)F